FC1=C(C=C(C=C1)F)C1=C(C(=NC=C1)N1CC(CC1)(F)F)NC(=O)C=1C(=NOC1C)C N-(4-(2,5-difluorophenyl)-2-(3,3-difluoropyrrolidin-1-yl)pyridin-3-yl)-3,5-dimethylisoxazole-4-carboxamide